ClC1=C(C(=CC=C1)Cl)C1=NOC(=C1COC1=CC=C(COC=2C=C(C(=O)O)C=CC2)C=C1)C(C)C 3-((4-((3-(2,6-dichlorophenyl)-5-isopropylisoxazol-4-yl)methoxy)benzyl)oxy)benzoic acid